COC(CC1(C(N(C(C2=CC=C(C=C12)Cl)=O)C)=O)C)=O methyl-2-(6-chloro-2,4-dimethyl-1,3-dioxo-1,2,3,4-tetrahydroisoquinolin-4-yl)acetate